(R)-3,3-diethyl-5-(2-((S)-4-(4-fluorophenyl)-2-methylpiperazin-1-yl)ethyl)dihydrofuran-2(3H)-one C(C)C1(C(O[C@H](C1)CCN1[C@H](CN(CC1)C1=CC=C(C=C1)F)C)=O)CC